CSCC=C(C)C 1-(methylsulfanyl)-3-methyl-2-butene